COC(C1=C(C=C(C=C1)OCC#N)O)=O 4-(cyanomethoxy)-2-hydroxybenzoic acid methyl ester